N-(1-(3-fluoropropyl)azetidin-3-yl)-6-((6S,8R)-8-methyl-7-(2,2,2-trifluoroethyl)-6,7,8,9-tetrahydro-3H-imidazo[4,5-f]isoquinolin-6-yl)pyridin-3-amine FCCCN1CC(C1)NC=1C=NC(=CC1)[C@H]1N([C@@H](CC2=C3C(=CC=C12)NC=N3)C)CC(F)(F)F